1-(2-((2S,4R)-2-(3-chloro-2-(trifluoromethyl)phenylcarbamoyl)-4-fluoropyrrolidin-1-yl)-2-oxoethyl)-5-(pyridazin-4-yl)-1H-indazole-3-carboxamide ClC=1C(=C(C=CC1)NC(=O)[C@H]1N(C[C@@H](C1)F)C(CN1N=C(C2=CC(=CC=C12)C1=CN=NC=C1)C(=O)N)=O)C(F)(F)F